CC1(CCC1)C(=O)OC\C=C(\C)/CCC=C(C)C neryl 1-methylcyclobutanecarboxylate